dimethoxybenzyl bromide COC(C1=CC=CC=C1)(OC)Br